N-(4,4-difluorocyclohexyl)benzamide tert-butyl-4-{3-[1-(2,6-dioxopiperidin-3-yl)-3-methyl-2-oxo-1,3-benzodiazol-5-yl]cyclobutoxy}piperidine-1-carboxylate C(C)(C)(C)OC(=O)N1CCC(CC1)OC1CC(C1)C1=CC2=C(N(C(N2C)=O)C2C(NC(CC2)=O)=O)C=C1.FC1(CCC(CC1)NC(C1=CC=CC=C1)=O)F